1-(1-fluoro-cyclopropylmethyl)-piperidine-3-carboxylic acid ethyl ester C(C)OC(=O)C1CN(CCC1)CC1(CC1)F